2,2,2-trifluoro-1-(3-(3-fluorophenyl)-1-methyl-1H-indazol-6-yl)ethyl 4-methylbenzenesulfonate CC1=CC=C(C=C1)S(=O)(=O)OC(C(F)(F)F)C1=CC=C2C(=NN(C2=C1)C)C1=CC(=CC=C1)F